(1R,2R,3aS,10aR)-2-hydroxy-1-[(1E,3ξ)-3-hydroxy-4-methyl-4-(3-thienyl)-1-penten-1-yl]-5-methyl-2,3,3a,9,10,10a-hexahydro-1H-benzo[b]cyclopenta[f]oxepin-6-carboxylic acid O[C@@H]1C[C@H]2[C@H](CCC3=C(O2)C(=C(C=C3)C(=O)O)C)[C@H]1\C=C\C(C(C)(C1=CSC=C1)C)O